OC(C)C=1C(=NC(=CC1)C=1C=NN2C1C=CC(=C2)OC2CCN(CC2)C2COC2)N2N=C(C=C2C)C#N 1-[3-(1-hydroxyethyl)-6-[6-[1-(oxetan-3-yl)piperidin-4-yl]oxypyrazolo[1,5-a]pyridin-3-yl]pyridin-2-yl]-5-methylpyrazole-3-carbonitrile